COC1=C(C=C(C(=C1)OC)NC1=NC=CC(=N1)C1=CN(C2=CC=CC=C12)C)NC(C=CCN(C)C)=O N-(2,4-dimethoxy-5-((4-(1-methyl-1H-indol-3-yl)pyrimidin-2-yl)amino)phenyl)-4-(dimethylamino)but-2-enamide